[O].[P].[B] Boron phosphorus oxygen